FC1=C(C=CC(=C1)F)CNC(=O)C=1C(C(=C2N(C[C@@H]3OCC[C@H](N3C2=O)C)C1)[O-])=O.[Na+] sodium (4R,12aS)-9-{[(2,4-difluorophenyl)methyl]carbamoyl}-4-methyl-6,8-dioxo-3,4,6,8,12,12a-hexahydro-2H-pyrido[1',2':4,5]pyrazino[2,1-b][1,3]oxazin-7-olate